di(naphthalen-1-yl)-N,N'-diphenylbenzidine C1(=CC=CC2=CC=CC=C12)N(C1=CC=C(C2=CC=C(N(C3=CC=CC=C3)C3=CC=CC4=CC=CC=C34)C=C2)C=C1)C1=CC=CC=C1